FC=1C(=C(C=CC1F)[C@H]1[C@@H](OC([C@H]1OC)(C)C)C(=O)NC1=CC(=NC=C1)C(=O)N)OC |o1:8,9,12| rel-4-((2R,3R,4S)-3-(3,4-difluoro-2-methoxyphenyl)-4-methoxy-5,5-dimethyltetrahydrofuran-2-carboxamido)pyridineamide